FC1=CC(=CC(N1)=O)NC(C(=O)C1=C(C(=C(N1C)C)C(=O)NC1=CC(=C(C=C1)F)C)C)=O 5-(2-((6-fluoro-2-oxo-1,2-dihydropyridin-4-yl)amino)-2-oxoacetyl)-N-(4-fluoro-3-methylphenyl)-1,2,4-trimethyl-1H-pyrrole-3-carboxamide